ClC=1C=C(NC2(CCC3(C(CC4=CC=CC=C34)CCCO)CC2)C(=O)OC)C=CC1 methyl (1r,4r)-4-(3-chloroanilino)-2'-(3-hydroxypropyl)-2',3'-dihydrospiro[cyclohexane-1,1'-indene]-4-carboxylate